4-[2-(5-isopropoxy-1-tetrahydropyran-2-yl-indazol-3-yl)pyrimidin-4-yl]-1-methyl-pyrrole-2-carboxylic acid C(C)(C)OC=1C=C2C(=NN(C2=CC1)C1OCCCC1)C1=NC=CC(=N1)C=1C=C(N(C1)C)C(=O)O